methyl 2-{2-[2,6-dimethyl-4-(trifluoromethyl)phenyl]-2-[2-(4-fluoro-1H-pyrazol-1-yl)acetyl]hydrazinylidene}butyrate CC1=C(C(=CC(=C1)C(F)(F)F)C)N(N=C(C(=O)OC)CC)C(CN1N=CC(=C1)F)=O